O=C1NC(CCC1N1C(C2=CC=C(C=C2C1)C(=O)N[C@@H](C(F)(F)F)C1=C(C=CC=C1)C(F)(F)F)=O)=O 2-(2,6-dioxopiperidin-3-yl)-1-oxo-N-((R)-2,2,2-trifluoro-1-(2-(trifluoromethyl)phenyl)ethyl)isoindoline-5-carboxamide